3-methyl-5-oxo-1-(3-(trifluoromethyl)phenyl)-4,5-dihydro-1H-pyrazole-4-carboxylate CC1=NN(C(C1C(=O)[O-])=O)C1=CC(=CC=C1)C(F)(F)F